N1(CCCCC1)CCCNC1=C2C(=NC(=C1)C1=CSC=C1)C=CS2 N-(3-(piperidin-1-yl)propyl)-5-(thiophen-3-yl)thieno[3,2-b]pyridin-7-amine